BrC=1C=C(C(=NC1)C(=O)NCC(C)(C)O)Cl 5-bromo-3-chloro-N-(2-hydroxy-2-methylpropyl)picolinamide